CC1(CN(C=2C1=NC=CC2)C2=CC(=NC=C2)NC2=CC(=C(C=C2OC)N2[C@H](CCC2)CN(C)C)N)C (R)-N1-(4-(3,3-dimethyl-2,3-dihydro-1H-pyrrolo[3,2-b]pyridin-1-yl)pyridin-2-yl)-4-(2-((dimethylamino)methyl)pyrrolidin-1-yl)-6-methoxybenzene-1,3-diamine